The molecule is a long-chain fatty acid anion resulting from the removal of a proton from the carboxy group of arachidonic acid. It has a role as a human metabolite. It is an icosanoid anion, an icosatetraenoate and a long-chain fatty acid anion. It derives from an 11-HPETE(1-). It is a conjugate base of an arachidonic acid. CCCCC/C=C\\C/C=C\\C/C=C\\C/C=C\\CCCC(=O)[O-]